2-(2,6-dioxopiperidin-3-yl)-5-fluoro-6-(piperazin-1-yl)-2,3-dihydro-1H-isoindole-1,3-dione hydrochloride Cl.O=C1NC(CCC1N1C(C2=CC(=C(C=C2C1=O)F)N1CCNCC1)=O)=O